(S)-N-(7-((3-hydroxy-1-oxidothietan-3-yl)ethynyl)-5-methyl-4-oxo-2,3,4,5-tetrahydrobenzo[b][1,4]oxazepin-3-yl)-4-phenoxypicolinamide OC1(CS(C1)=O)C#CC1=CC2=C(OC[C@@H](C(N2C)=O)NC(C2=NC=CC(=C2)OC2=CC=CC=C2)=O)C=C1